3-[(2-{4-[5-(difluoromethyl)-1,3,4-oxadiazol-2-yl]pyridin-2-yl}-1H-imidazol-1-yl)methyl]benzonitrile FC(C1=NN=C(O1)C1=CC(=NC=C1)C=1N(C=CN1)CC=1C=C(C#N)C=CC1)F